CC1=NC2=CC=C(C(=C2NC1=O)C)CN1CCN(CC1)C=1C=CC(=NC1F)C(=O)N 5-[4-[(2,5-Dimethyl-3-oxo-4H-quinoxalin-6-yl)methyl]piperazin-1-yl]-6-fluoro-pyridine-2-carboxamide